C(C)(C)(C)OC(=O)N1CC(C1)N1N=C(C=2C=NC=3C(=C(C(=CC3C21)Cl)Br)F)C 3-(7-bromo-8-chloro-6-fluoro-3-methyl-1H-pyrazolo[4,3-c]quinolin-1-yl)azetidine-1-carboxylic acid tert-butyl ester